benzyl 3-amino-3-(6-methyl-1,4-dioxan-2-yl)piperidine-1-carboxylate NC1(CN(CCC1)C(=O)OCC1=CC=CC=C1)C1OC(COC1)C